ClC=1C=NC(=NC1)NC(CN1N=C(C2=C(C1=O)C=C(O2)C2CC2)C)=O N-(5-Chloropyrimidin-2-yl)-2-{2-cyclopropyl-7-methyl-4-oxo-4H,5H-furo[2,3-d]pyridazin-5-yl}acetamide